C12NCC(CC1)[C@H]2NC(OCCCC)=O butyl ((7R)-2-azabicyclo[2.2.1]heptan-7-yl)carbamate